C[C@H]1N(C[C@@H](N(C1)C(C(=O)NC=1C2=C(C=NC1)C=NN2)=O)C2=CC=C(C=C2)N2CCN(CC2)C)C(C(C)(C)C)=O 2-((2S,5R)-5-methyl-2-(4-(4-methylpiperazin-1-yl)phenyl)-4-pivaloylpiperazin-1-yl)-2-oxo-N-(1H-pyrazolo[4,3-c]pyridin-7-yl)acetamide